3-[3-Methyl-2-oxo-5-[[4-[2-(4-piperidyl)ethyl]-1-piperidyl]methyl]benzimidazol-1-yl]piperidine-2,6-dione CN1C(N(C2=C1C=C(C=C2)CN2CCC(CC2)CCC2CCNCC2)C2C(NC(CC2)=O)=O)=O